CC=1C=C(C=CC1C)C=1OC2=C(N1)C=C(C=C2)C2=C(C(=O)N)C=C(C=C2)[N+](=O)[O-] 2-(3,4-dimethylphenyl-5-benzoxazolyl)-5-nitrobenzamide